C(CCC)OC(CCCCCCCC\C=C/CCO)OCCCC (3Z)-13,13-dibutoxy-3-tridecen-1-ol